2,2,2-trichloroethyl (3-(tert-butyl)isoxazol-5-yl)carbamate C(C)(C)(C)C1=NOC(=C1)NC(OCC(Cl)(Cl)Cl)=O